3-((benzyloxy)methyl)-3-(3-phenylpropyl)piperidine C(C1=CC=CC=C1)OCC1(CNCCC1)CCCC1=CC=CC=C1